(S)-(4-(4-fluoropyrazolo[1,5-a]pyridin-2-yl)-6,7-dihydro-1H-imidazo[4,5-c]pyridin-5(4H)-yl)(4-methyloxazol-5-yl)methanone FC=1C=2N(C=CC1)N=C(C2)[C@H]2N(CCC1=C2N=CN1)C(=O)C1=C(N=CO1)C